Cl.C(CCCCC)OC([C@@](CC1=CC=CC=C1)(C)N)=O (2S)-2-amino-2-methyl-3-phenyl-propionic acid hexyl ester hydrochloride